butyl N-[3-ethylsulfonyl-7-(2,2,2-trifluoroethoxy)imidazo[1,2-a]pyridin-2-yl]carbamate C(C)S(=O)(=O)C1=C(N=C2N1C=CC(=C2)OCC(F)(F)F)NC(OCCCC)=O